n-butyl-cyanamide C(CCC)NC#N